N-(4-(6-methoxy-7-(3-(4-methylpiperazin-1-yl)propoxy)quinazolin-4-yl)-2-methylphenyl)-2-(4-(trifluoromethyl)phenyl)acetamide COC=1C=C2C(=NC=NC2=CC1OCCCN1CCN(CC1)C)C1=CC(=C(C=C1)NC(CC1=CC=C(C=C1)C(F)(F)F)=O)C